3-amino-N-[2-(4-amino-3-methoxy-3-methylpyrrolidin-1-yl)-4-fluoro-5,6,7,8-tetrahydroquinolin-6-yl]-5-fluoro-6-methylthieno[2,3-b]pyridine-2-carboxamide NC1=C(SC2=NC(=C(C=C21)F)C)C(=O)NC2CC=1C(=CC(=NC1CC2)N2CC(C(C2)N)(C)OC)F